(Z)-3-(1-((1-(2,2-Difluoroethyl)-5-methyl-1H-pyrazol-3-yl)amino)ethylidene)-5-(5-fluoro-2-methylphenyl)-1H-pyrrolo[2,3-c]pyridin-2(3H)-one FC(CN1N=C(C=C1C)N\C(\C)=C\1/C(NC2=CN=C(C=C21)C2=C(C=CC(=C2)F)C)=O)F